bis((2,2-dioxo-1,2-oxathiolan-5-yl) methyl) sulfate S(=O)(=O)(OCC1CCS(O1)(=O)=O)OCC1CCS(O1)(=O)=O